C1CCC2=C(C=3CCCC3C=C12)NC(=O)N=[S@](=O)(N)C=1C=NC(=CC1)CC(C)C (R)-N'-((1,2,3,5,6,7-hexahydro-s-indacen-4-yl)carbamoyl)-6-isobutylpyridine-3-sulfonimidamide